C1(CCCC1)OC1=NC=CC=C1C1=CC(=C(C(=C1)F)C(CCCC(=O)O)(C)C)F 5-[4-(2-cyclopentyloxy-pyridin-3-yl)-2,6-difluoro-phenyl]-5-methyl-hexanoic acid